2-(furan-2-yl)-5-(3-((4-(5-(2-methoxyethoxy)pyridin-2-yl)piperazin-1-yl)methyl)piperidine-1-yl)-[1,2,4]triazolo[1,5-a][1,3,5]triazine-7-amine O1C(=CC=C1)C1=NN2C(N=C(N=C2N)N2CC(CCC2)CN2CCN(CC2)C2=NC=C(C=C2)OCCOC)=N1